FC(C(=O)O)(F)F.FC(C(=O)O)(F)F.N[C@H]1CN(CCC1)C1=NC=2N(C=C1)N=CC2C(=O)NC2=C(C=C(C=C2)N2CCN(CC2)C)OC (R)-5-(3-Aminopiperidin-1-yl)-N-(2-methoxy-4-(4-methylpiperazin-1-yl)phenyl)pyrazolo[1,5-a]pyrimidine-3-carboxamide bistrifluoroacetate